tert-butyl 4-[[4-[(E)-3-bromoallyloxy]phenyl]methyl]piperidine-1-carboxylate Br/C=C/COC1=CC=C(C=C1)CC1CCN(CC1)C(=O)OC(C)(C)C